BrCCCCN1C2=CC=C(C=C2C=2C=C(C=CC12)Cl)Cl 9-(4-Bromobutyl)-3,6-dichloro-9H-carbazole